C(C)(C)(C)OC(=O)N1[C@@H](CCC1)C(NCC1=CC=C(C=C1)OCC1=CC=C(C=C1)Cl)=O (S)-tert-butyl-2-((4-((4-chlorobenzyl)oxy)benzyl)carbamoyl)pyrrolidine-1-carboxylate